(2-(6-(2-ethyl-5-fluoro-4-hydroxyphenyl)-1H-indazol-3-yl)pyrrolo[3,4-d]imidazol-5(1H,4H,6H)-yl)(1-methylpiperidin-4-yl)ketone C(C)C1=C(C=C(C(=C1)O)F)C1=CC=C2C(=NNC2=C1)C1=NC2=C(N1)CN(C2)C2N(CCC(C2)C(=O)C2CC(N(CC2)C)N2CC=1NC(=NC1C2)C2=NNC1=CC(=CC=C21)C2=C(C=C(C(=C2)F)O)CC)C